CN1CCNC(C2=C1N=C(N2)OC2=CC(=CC=C2)OC(F)(F)F)=O 4-methyl-2-[3-(trifluoromethoxy)phenoxy]-1H,4H,5H,6H,7H,8H-imidazo[4,5-e][1,4]diazepin-8-one